CN1C(C2(CC1)CN(C=1N(C2)N=CC1)C1=CC=C(C=C1)C(F)(F)F)=O 1'-methyl-4-(4-(trifluoromethyl)phenyl)-4,5-dihydro-7H-spiro[pyrazolo[1,5-a]pyrimidine-6,3'-pyrrolidin]-2'-one